titanium manganese aluminum [Al].[Mn].[Ti]